benzenesulfonic acid fluoroborate F[B-](F)(F)F.C1(=CC=CC=C1)S(=O)(=O)O